C(C)(=O)ON=C(C)C=1C=CC=2N(C3=CC=C(C=C3C2C1)C(C1=C(C=CC=C1)C)=O)CC 1-[9-Ethyl-6-(2-methylbenzoyl)-9H-carbazol-3-yl]ethanon-O-acetyloxim